N-(2-fluoro-4-methyl-5-(2-(oxetan-3-ylamino)-8,9-dihydroimidazo[1',2':1,6]pyrido[2,3-d]pyrimidin-6-yl)phenyl)-4-(trifluoromethyl)picolinamide FC1=C(C=C(C(=C1)C)C1=CC2=C(N=C(N=C2)NC2COC2)N2C1=NCC2)NC(C2=NC=CC(=C2)C(F)(F)F)=O